BrC=1C=C(COC1)S 5-bromo-3-mercapto-1H-pyran